C(#N)C=1C=NN2C1C(=CC(=C2)OCC(C)(C)O)C2=CC=C(C=C2)C2CCN(CC2)C(=O)[O-] 4-(4-(3-cyano-6-(2-hydroxy-2-methylpropoxy)pyrazolo[1,5-a]pyridin-4-yl)phenyl)piperidine-1-carboxylate